2-Cyclohexylamine C1C(CCCC1)N